1-amino-3,3-dimethylbutan-2-ol NCC(C(C)(C)C)O